tert-butyl 6-(3-cyano-6,6-dimethyl-4-(3-(((trifluoromethyl) sulfonyl) oxy) naphthalen-1-yl)-6,7-dihydro-5H-cyclopenta[b]pyridin-2-yl)-2,6-diazaspiro[3.4]octane-2-carboxylate C(#N)C=1C(=C2C(=NC1N1CC3(CN(C3)C(=O)OC(C)(C)C)CC1)CC(C2)(C)C)C2=CC(=CC1=CC=CC=C21)OS(=O)(=O)C(F)(F)F